FC=1C=2N(C=C(C1)NC(=O)C1=CC=C(C3=CN(N=C13)C)N1CCC(CC1)NCCO)C=C(N2)C N-{8-fluoro-2-methylimidazo[1,2-a]pyridin-6-yl}-4-{4-[(2-hydroxyethyl)amino]piperidin-1-yl}-2-methylindazole-7-carboxamide